(M)-3-chloro-4-((4-fluoropyridin-3-yl)methoxy)-2'-(2-(2-hydroxypropan-2-yl)-5-methylpyrimidin-4-yl)-5',6-dimethyl-2H-[1,4'-bipyridin]-2-one ClC=1C(N(C(=CC1OCC=1C=NC=CC1F)C)C1=CC(=NC=C1C)C1=NC(=NC=C1C)C(C)(C)O)=O